ClC=1C=C2C(=CNC2=CC1)NC1=NC2=C(N1CC)C(=CC(=C2)C(F)(F)F)F 2-{2-[(5-chloro-1H-indol-3-yl)amino]-7-fluoro-5-(trifluoromethyl)-1H-benzo[d]imidazol-1-yl}ethane